4-chloro-1-(3-((4-methylpiperazin-1-yl)methyl)benzyl)-1H-imidazo[4,5-c]Quinoline-2(3H)-one ClC1=NC=2C=CC=CC2C2=C1NC(N2CC2=CC(=CC=C2)CN2CCN(CC2)C)=O